2-(11-bromo-12-fluoro-1,2,3,5,6,7-hexahydrochromeno[2,3-f]pyrido[3,2,1-ij]quinolin-4-ium-9-yl)-5-sulfobenzenesulfonate BrC=1C=C2C(=C3C(=C4CCC[N+]5=C4C(=C3)CCC5)OC2=CC1F)C1=C(C=C(C=C1)S(=O)(=O)O)S(=O)(=O)[O-]